N-methyl-methylammonium bromide [Br-].C[NH2+]C